4-[6-(difluoromethyl)-3-quinolylamino]-2-{5-methoxy-6-[(1s,3s)-3-(dimethylamino)cyclobutoxy]-3-pyridylamino}pyrimidine FC(C=1C=C2C=C(C=NC2=CC1)NC1=NC(=NC=C1)NC=1C=NC(=C(C1)OC)OC1CC(C1)N(C)C)F